C(C1=CC=CC=C1)C1=CC(=C(S1)NC(C1=CC(=C(C=C1)OC)COC1=C(C=CC=C1)Cl)=O)C(=O)N 5-Benzyl-2-[3-(2-chloro-phenoxymethyl)-4-methoxy-benzoylamino]-thiophene-3-carboxylic acid amide